COC([C@H]1N(CCC1)C1=CC=C(C=C1)OCC1=CC=CC=C1)=O (4-(benzyloxy)phenyl)-L-proline methyl ester